19-bromo-4,6,8,10,12,14,16-heptamethylnonadecyl decyloxymethyl ether C(CCCCCCCCC)OCOCCCC(CC(CC(CC(CC(CC(CC(CCCBr)C)C)C)C)C)C)C